(R)-3-(3-((R)-ethoxy(4-fluorophenyl)methyl)-5-((2-methylbenzo[d]thiazol-6-yl)amino)phenyl)pentanoic acid C(C)O[C@@H](C=1C=C(C=C(C1)NC1=CC2=C(N=C(S2)C)C=C1)[C@@H](CC(=O)O)CC)C1=CC=C(C=C1)F